SC(CC(=O)OCCN1C(=O)N(C(=O)N(C1=O)CCOC(CC(C)S)=O)CCOC(CC(C)S)=O)C 1,3,5-tris[(3-mercaptobutyryloxy)ethyl]isocyanuric acid